N-[2-[4-[[3-[1-(2,6-dioxo-3-piperidinyl)-3-methyl-2-oxo-benzoimidazol-4-yl]-3,6-diazabicyclo[3.1.1]hept-6-yl]methyl]cyclohexyl]indazol-5-yl]-6-(trifluoromethyl)pyridine-2-carboxamide O=C1NC(CCC1N1C(N(C2=C1C=CC=C2N2CC1N(C(C2)C1)CC1CCC(CC1)N1N=C2C=CC(=CC2=C1)NC(=O)C1=NC(=CC=C1)C(F)(F)F)C)=O)=O